3-(6-methyl-5-((3S,5S)-5-methylpyrrolidin-3-yloxy)pyrazin-2-yl)-1H-indole-7-carbonitrile CC1=C(N=CC(=N1)C1=CNC2=C(C=CC=C12)C#N)O[C@@H]1CN[C@H](C1)C